CC1=CC=CC(=N1)C1=C(N=CN1)C=1C=C2C=C(C=NC2=CC1)C=1SC(=CN1)C=1CCNCC1 2-[6-[5-(6-methyl-2-pyridyl)-1H-imidazol-4-yl]-3-quinolyl]-5-(1,2,3,6-tetrahydropyridin-4-yl)thiazole